6-vinyl-1H-indole C(=C)C1=CC=C2C=CNC2=C1